CN(CC)C DIMETHYL-ETHYLAMINE